CN(C1=CC=CC=C1)C1=CC=C(C=N1)C1CN(C1)C(CC[C@H]1NC(OC1)=O)=O (4R)-4-[3-[3-[6-(N-Methylanilino)-3-pyridyl]azetidin-1-yl]-3-oxo-propyl]oxazolidin-2-one